5-chloro-6-methylimidazo[1,2-a]pyrazine ClC1=C(N=CC=2N1C=CN2)C